3-(diphenylphosphino)benzenesulfonic acid sodium salt [Na+].C1(=CC=CC=C1)P(C=1C=C(C=CC1)S(=O)(=O)[O-])C1=CC=CC=C1